C(#N)C1C(C(CC(C1)(C)NC(OC(C)(C)C)=O)(C)C)=O tert-butyl (5-cyano-1,3,3-trimethyl-4-oxocyclohexyl)carbamate